1,1'-(ethane-1,2-diylbis(methylazanediyl))bis(4-nitro-4-methylpentan-2-ol) C(CN(C)CC(CC(C)(C)[N+](=O)[O-])O)N(C)CC(CC(C)([N+](=O)[O-])C)O